OC1=CC=C2C(NC(C2=C1)=O)(C)C1=C(NC2=CC=CC=C12)CO 6-hydroxy-3-[2-(hydroxymethyl)-1H-indol-3-yl]-3-methyl-2,3-dihydro-1H-isoindol-1-one